N-(4-Nitrophenyl)isoquinolin-1-amine [N+](=O)([O-])C1=CC=C(C=C1)NC1=NC=CC2=CC=CC=C12